2-[2-(3-chloro-4-methoxy-phenyl)-6-methoxy-benzoimidazol-1-yl]-2,N-dicyclohexyl-acetamide ClC=1C=C(C=CC1OC)C1=NC2=C(N1C(C(=O)NC1CCCCC1)C1CCCCC1)C=C(C=C2)OC